6-bromo-1-methyl-4-[4-(5-methyl-1,3-benzooxazol-2-yl)piperidin-1-yl]-2-oxo-7-[tetrahydrofuran-3-yloxy]-1,2-dihydroquinoline-3-carbonitrile BrC=1C=C2C(=C(C(N(C2=CC1OC1COCC1)C)=O)C#N)N1CCC(CC1)C=1OC2=C(N1)C=C(C=C2)C